1-(Cyclopropylmethyl)-6,7-dimethyl-indole-2-carbaldehyde C1(CC1)CN1C(=CC2=CC=C(C(=C12)C)C)C=O